ethyl 4-chloro-6-hydroxy-2,3-dihydro-1H-indene-2-carboxylate ClC1=C2CC(CC2=CC(=C1)O)C(=O)OCC